(1S,4R)-cyclopent-2-ene C1C=CCC1